C(C1=CC=CC=C1)OC1=C(C(OC12CCC(CC2)OCCN2CCN(CC2)CCOCC(=O)OC(C)(C)C)=O)C2=C(C=C(C=C2C)C)C tert-butyl 2-(2-(4-(2-(((5r,8r)-4-(benzyloxy)-3-mesityl-2-oxo-1-oxaspiro[4.5]dec-3-en-8-yl)oxy)ethyl)piperazin-1-yl)ethoxy)acetate